(Z)-3-(2-(4-(aminomethyl)phenyl)-2-(hydroxyimino)acetamido)-2-hydroxy-3,4-dihydro-2H-benzo[e][1,2]oxaborinine-8-carboxylic acid NCC1=CC=C(C=C1)/C(/C(=O)NC1B(OC2=C(C1)C=CC=C2C(=O)O)O)=N/O